C(C1=CC=CC=C1)OC1=NC(=CC=C1C=1OC2=C(N1)C=CC(=C2)C(=O)O)OCC2=CC=CC=C2 2-(2,6-bis(benzyloxy)pyridin-3-yl)benzo[d]oxazole-6-carboxylic acid